2-(4-{[3-(4-{[1-(2-hydroxy-3-methoxypropyl)piperidin-4-yl]amino}-1-(2,2,2-trifluoroethyl)-1H-indol-2-yl)prop-2-yn-1-yl]amino}-3-methoxyphenyl)-2-methylpropanenitrile OC(CN1CCC(CC1)NC1=C2C=C(N(C2=CC=C1)CC(F)(F)F)C#CCNC1=C(C=C(C=C1)C(C#N)(C)C)OC)COC